4-butoxy-2,3-difluorophenylboronic acid C(CCC)OC1=C(C(=C(C=C1)B(O)O)F)F